O=C1NC(CCC1N1C(C2=CC=C(C=C2C1=O)N1CC2(CCC1)CCN(CC2)CC2CCN(CC2)C2CCN(CC2)C2=C(C=C(C(=C2)OC)[N+](=O)[O-])C=2C=NN(C2)C)=O)=O 2-(2,6-Dioxopiperidin-3-yl)-5-(9-((1'-(5-methoxy-2-(1-methyl-1H-pyrazol-4-yl)-4-nitrophenyl)-[1,4'-bipiperidin]-4-yl)methyl)-2,9-diazaspiro[5.5]undec-2-yl)isoindoline-1,3-dione